[Br-].C(CCC=C)[PH+]1C2CCCC1CCC2 9-(pent-4-en-1-yl)-9-phosphabicyclo[3.3.1]nonan-9-ium bromide